OCC1CN(C(N1C(=O)[O-])=C=O)C 5-hydroxymethyl-3-methyl-2-carbonylimidazolidine-1-carboxylate